CN(CCCC[C@@H](C(=O)NC1=CC=C(C=C1)CO)NC([C@H](C(C)C)NC(OCC1C2=CC=CC=C2C=2C=CC=CC12)=O)=O)C (9H-fluoren-9-yl)methyl ((S)-1-(((S)-6-(dimethylamino)-1-((4-(hydroxymethyl)phenyl)amino)-1-oxohexan-2-yl)amino)-3-methyl-1-oxobutan-2-yl)carbamate